C(CC(CCCNCCCCCC)N)N 7-azatridecane-1,3-diamine